C(CC)P(C1=C(SC(=C1P(CCC)CCC)C1CCCCC1)C1CCCCC1)CCC 3,4-bis(di-n-propylphosphino)-2,5-dicyclohexylthiophene